methyl (S)-4-(1-(5-bromo-1-(3-(trifluoromethyl)benzyl)-1H-indazole-7-carboxamido)ethyl)benzoate BrC=1C=C2C=NN(C2=C(C1)C(=O)N[C@@H](C)C1=CC=C(C(=O)OC)C=C1)CC1=CC(=CC=C1)C(F)(F)F